P(=O)(OCCC(Cl)Cl)(OCCC(Cl)Cl)OCCC(Cl)Cl tris-dichloropropyl phosphate